N-(4-(5-(3-phenoxypropyl)-2,3,4,5-tetrahydro-1H-benzo[b][1,4]diazepine-1-Carbonyl)phenyl)-[1,1'-biphenyl]-2-carboxamide O(C1=CC=CC=C1)CCCN1C2=C(N(CCC1)C(=O)C1=CC=C(C=C1)NC(=O)C=1C(=CC=CC1)C1=CC=CC=C1)C=CC=C2